(4-hydroxybutyl)-4-hydroxybutyrate OCCCCOC(CCCO)=O